(9H-Fluoren-9-yl)methyl (S)-(7-benzyl-1-(3-(5-iodo-2-methoxyphenyl)-2,6-dioxotetrahydropyrimidine-1(2H)-yl)-3,6,9,12-tetraoxo-2,5,8,11-tetraazatridecan-13-yl)carbamate C(C1=CC=CC=C1)[C@@H](C(NCC(NCN1C(N(CCC1=O)C1=C(C=CC(=C1)I)OC)=O)=O)=O)NC(CNC(CNC(OCC1C2=CC=CC=C2C=2C=CC=CC12)=O)=O)=O